racemic-methyl lactate C([C@H](O)C)(=O)OC |r|